O[C@H]1C[C@@H](N2C1=NN(C2=O)C2CC(C2)C2=CC=CC=C2)C2=NC=CN=C2 (5R,7S)-7-hydroxy-2-((1r,3S)-3-phenylcyclobutyl)-5-(pyrazin-2-yl)-2,5,6,7-tetrahydro-3H-pyrrolo[2,1-c][1,2,4]triazol-3-one